C(C)(=O)C1=C(C2=C(N=C(N=C2)NC2=NC=C(C=C2)N2CCN(CC2)C(C)(C)C2=CC=C(C=C2)CO[Si](C)(C)C(C)(C)C)N(C1=O)C1CCCC1)C 6-acetyl-2-[[5-[4-[1-[4-[[tert-butyl(dimethyl)silyl]oxy-methyl]phenyl]-1-methyl-ethyl]piperazin-1-yl]-2-pyridyl]amino]-8-cyclopentyl-5-methyl-pyrido[2,3-d]pyrimidin-7-one